4-(2-(5-((1R,4R,7R)-7-Amino-2-azabicyclo[2.2.1]heptan-2-carbonyl)-7-methoxy-1-methyl-1H-benzo[d]imidazol-2-yl)-1-(cyclopropylmethyl)-1H-indol-7-yl)-N,N-dimethylbenzamid N[C@H]1[C@@H]2N(C[C@H]1CC2)C(=O)C2=CC1=C(N(C(=N1)C=1N(C3=C(C=CC=C3C1)C1=CC=C(C(=O)N(C)C)C=C1)CC1CC1)C)C(=C2)OC